3-[3-(dibenzylamino)-1-hydroxy-propyl]-5,5-dimethyl-pyrrolidin-2-one C(C1=CC=CC=C1)N(CCC(O)C1C(NC(C1)(C)C)=O)CC1=CC=CC=C1